N,N-bis(3-methoxybenzyl)-2-(2-(2-(3-methoxyphenoxy)ethoxy)ethoxy)pyridin-4-amine COC=1C=C(CN(C2=CC(=NC=C2)OCCOCCOC2=CC(=CC=C2)OC)CC2=CC(=CC=C2)OC)C=CC1